3-(6-(((1S,3S)-3-((5-cyclopropyl-1,2,4-oxadiazol-3-yl)amino)cyclopentyl)amino)pyridin-3-yl)-1-methylimidazolidine-2,4-dione C1(CC1)C1=NC(=NO1)N[C@@H]1C[C@H](CC1)NC1=CC=C(C=N1)N1C(N(CC1=O)C)=O